C1(CC1)C1=C(C=NN1[C@@H]1C[C@H](C1)CN)C1=CC=C2C(=N1)N(N=C2)C (trans-3-(5-cyclopropyl-4-(1-methyl-1H-pyrazolo[3,4-b]pyridin-6-yl)-1H-pyrazol-1-yl)cyclobutyl)methylamine